FC=1C(=NC(=NC1OC1CCC(CC1)C(F)(F)F)C)C1=CN(C2=C1N(C(C=C2)=O)CC(F)(F)F)S(=O)(=O)C2=CC=C(C=C2)C rel-3-(5-fluoro-2-methyl-6-{[(1r,4r)-4-(trifluoromethyl)cyclohexyl]oxy}pyrimidin-4-yl)-1-(4-methylbenzenesulfonyl)-4-(2,2,2-trifluoroethyl)-1H,4H,5H-pyrrolo[3,2-b]pyridin-5-one